BrC1=CC=C(C=C1)CN1CCC(CC1)CO [1-[(4-bromophenyl)methyl]-4-piperidyl]methanol